ClC1=CC(=C(N[C@H](C)C=2C=C(C(=C3C(N(C(=NC23)C2CCOCC2)C)=O)F)C)C=C1)S(=O)(=O)C 8-[(1R)-1-(4-chloro-2-methylsulfonyl-anilino)ethyl]-5-fluoro-3,6-dimethyl-2-tetrahydropyran-4-ylquinazolin-4-one